N-(4-(4-amino-2,7-dimethyl-7H-pyrrolo[2,3-d]pyrimidin-5-yl)-2,5-difluorophenyl)-2-(3-fluorophenyl)-2-hydroxyacetamide NC=1C2=C(N=C(N1)C)N(C=C2C2=CC(=C(C=C2F)NC(C(O)C2=CC(=CC=C2)F)=O)F)C